ClC=1C(=NC(=NC1)NC=1C(=NN(C1)C1CN(CC1)C)C)NCCCN1C(CC1)=O 1-(3-((5-Chloro-2-((3-methyl-1-(1-methylpyrrolidin-3-yl)-1H-pyrazol-4-yl)amino)pyrimidin-4-yl)amino)propyl)azetidin-2-on